(6-aminochroman-2-yl)methanol NC=1C=C2CCC(OC2=CC1)CO